C(CCC)OC(=O)C1=NC=2CCC[C@@H](C2C=C1)N(CCC1=C(C=CC=C1)OCC1=C(C=C(C=C1)C1=CC=C(C=C1)C(F)(F)F)Cl)CCC1=CC=C(C=C1)C(=O)OCCCC Butyl-(5S)-5-({2-[4-(butoxycarbonyl)phenyl]ethyl}[2-(2-{[3-chloro-4'-(trifluoromethyl)[biphenyl]-4-yl]methoxy}phenyl)ethyl]amino)-5,6,7,8-tetrahydrochinolin-2-carboxylat